TERT-BUTYL 5-BROMO-2-(FURAN-3-YL)-3-IODO-1H-PYRROLO[2,3-B]PYRIDINE-1-CARBOXYLATE BrC=1C=C2C(=NC1)N(C(=C2I)C2=COC=C2)C(=O)OC(C)(C)C